BrNCC(=O)O N-Bromoglycine